NC1=C(C(=C(OC2=NC=CC=C2C2=NC(=NC=C2)N[C@@H]2CN(CCC2)C(=O)OC(C)(C)C)C=C1)C)C tert-Butyl (S)-3-((4-(2-(4-amino-2,3-dimethylphenoxy)pyridin-3-yl)pyrimidin-2-yl)amino)piperidine-1-carboxylate